FC(OC1CC(C1)C=O)(F)F 3-(trifluoromethoxy)cyclobutanecarboxaldehyde